CC=1C=C(C(=O)OC2=C(C(=CC(=C2)Cl)C=NCCC2=CC=CC=C2)O)C=CC1 5-chloro-2-hydroxy-3-((phenethylimino)meth-yl)phenyl 3-methyl-benzoate